FC=1C=NC(=NC1)OCC12CC(C1)(C2)C(=O)O 3-(((5-Fluoropyrimidin-2-yl)oxy)methyl)bicyclo[1.1.1]pentane-1-carboxylic acid